C(#N)C1=C(C(=CC=C1)C)N1CC(C1)C1=CC(=C(CN2CCC(CC2)C(=O)OC)C(=C1)C)C methyl 1-(4-(1-(2-cyano-6-methylphenyl)azetidin-3-yl)-2,6-dimethyl-benzyl)piperidine-4-carboxylate